N-[2-(2-methoxyethoxy)ethyl]-N-(2-methoxyethyl)-N,N-dimethyl-ammonium iodide [I-].COCCOCC[N+](C)(C)CCOC